zirconium ammonium lactate salt C(C(O)C)(=O)[O-].[NH4+].[Zr]